Isodecyl Cinnamate (2,6-dimethyloctan-2-yl cinnamate) CC(C)(CCCC(CC)C)C(C(=O)O)=CC1=CC=CC=C1.C(C=CC1=CC=CC=C1)(=O)OCCCCCCCC(C)C